(R)-3-(((6-((4-cyclobutylphenyl)(methyl)amino)-1,2,3,4-tetrahydroisoquinolin-1-yl)methyl)amino)isonicotinic acid C1(CCC1)C1=CC=C(C=C1)N(C=1C=C2CCN[C@H](C2=CC1)CNC1=C(C(=O)O)C=CN=C1)C